CC1=C(C=2N(C=C1C=1NC3=CC4=C(C=C3C1C(C)C)C1(CCNCC1)CO4)N=CN2)C 6-(7,8-Dimethyl-[1,2,4]triazolo[1,5-a]pyridin-6-yl)-5-isopropyl-2H,7H-spiro[furo[3,2-f]indole-3,4'-piperidine]